(6-Bromo-2-ethyl-8-fluoro-imidazo[1,2-a]pyridin-3-yl)-methyl-amine BrC=1C=C(C=2N(C1)C(=C(N2)CC)NC)F